bis(4-(tert-butyl)phenyl)iodonium 1,1,2,2,3,3,4,4,4-nonafluorobutane-1-sulfonate FC(C(C(C(F)(F)F)(F)F)(F)F)(S(=O)(=O)[O-])F.C(C)(C)(C)C1=CC=C(C=C1)[I+]C1=CC=C(C=C1)C(C)(C)C